FC1=C(C=CC=C1)C1=NC(=NC(=N1)NC1=CC(=NC=C1)F)NCC(C)(O)C (4-(2-fluorophenyl)-6-(2-fluoropyridin-4-ylamino)-1,3,5-triazin-2-ylamino)-2-methylpropan-2-ol